C(C)(C)(C)OC(=O)N1[C@H](C[C@@](CC1)(C(=O)NN)F)C.F[C@@]1(C[C@@H](N(CC1)C(=O)OC(C)(C)C)C)C1=NN=CN1C |r| (rac)-tert-Butyl cis-4-fluoro-2-methyl-4-(4-methyl-4H-1,2,4-triazol-3-yl)piperidine-1-carboxylate (rac)-tert-Butyl-cis-4-fluoro-4-(hydrazinecarbonyl)-2-methylpiperidine-1-carboxylate